2-fluoro-2-(4-(1-(4-(trifluoromethoxy)phenyl)-1H-1,2,4-triazol-3-yl)phenyl)ethan-1-ol FC(CO)C1=CC=C(C=C1)C1=NN(C=N1)C1=CC=C(C=C1)OC(F)(F)F